IC1=C(C=CC=C1)N1C=CC2=CC=C(C=C12)OC 1-(2-iodophenyl)-6-methoxy-1H-indol